(1S,2R,3R,5R)-3-{1,6-Diazaspiro[3.5]nonan-1-ylmethyl}-5-[4-(methylamino)pyrrolo[2,3-d]pyrimidin-7-yl]cyclopentane-1,2-diol N1(CCC12CNCCC2)C[C@@H]2[C@H]([C@H]([C@@H](C2)N2C=CC1=C2N=CN=C1NC)O)O